ClC1=CC(=C2C=NNC2=C1)N1C[C@H]2CN(C([C@H]2C1)(C)C)S(=O)(=O)C 6-chloro-4-((3aR,6aS)-4,4-dimethyl-5-(methylsulfonyl)Hexahydropyrrolo[3,4-c]Pyrrole-2(1H)-yl)-1H-indazole